ClC1=CN=C2N1C=C(C=N2)C=2C=CN1N=C(N=CC12)C1(CC(C1)N(C)C)N 1-(5-(3-chloroimidazo[1,2-a]pyrimidin-6-yl)pyrrolo[2,1-f][1,2,4]triazin-2-yl)-N3,N3-dimethylcyclobutane-1,3-diamine